2-(n-butyl-thiocarbonylthio)propanoic acid C(CCC)C(=S)SC(C(=O)O)C